C(CCCCCCCCCCCCCCC)(=O)[C@](N)(C(SCC(O)CO)C(CCCCCCCCCCCCCCC)=O)C(=O)O 2,3-dipalmitoyl-S-glyceryl-cysteine